lithium lithium-aluminum-silicon [Si].[Al].[Li].[Li]